ClC1=C(C=C2C=C(N=CC2=C1)NC(=O)[C@@H]1[C@H](C1)C=1C=NN(C1)C)C1CCN(CC1)[C@@]1(COC[C@@H]1F)C (1S,2S)-N-(7-chloro-6-(1-((3R,4R)-4-fluoro-3-methyltetrahydrofuran-3-yl)piperidin-4-yl)isoquinolin-3-yl)-2-(1-methyl-1H-pyrazol-4-yl)cyclopropane-1-carboxamide